C(CCC)OC(C)COC(C)CO DIPROPYLENE GLYCOL n-BUTYL ETHER